(R)-2-(2'-(4-Methyl-4H-1,2,4-triazol-3-yl)-[1,1'-biphenyl]-3-yl)-6-((1-methylpyrrolidin-3-yl)oxy)-7-(trifluoromethyl)-1H-benzo[d]imidazole CN1C(=NN=C1)C1=C(C=CC=C1)C1=CC(=CC=C1)C1=NC2=C(N1)C(=C(C=C2)O[C@H]2CN(CC2)C)C(F)(F)F